C(C)(=O)OCC(=C)C#N 2-methylenecyanoethyl acetate